tert-Butyl 7'-(2,6-dioxapiperidin-3-yl)-6'-oxa-7',8'-dihydro-6'H-spiro[azetidine-3,2'-pyrano[2,3-f]isoindole]-1-carboxylate N1OC(CCO1)N1OC=2C=C3C(=CC2C1)OC1(C=C3)CN(C1)C(=O)OC(C)(C)C